CN1C(NC=2C1=NC(=CC2)C2=CC=C(C=C2)CC(=O)[O-])=O 2-[4-(3-methyl-2-oxo-1H-imidazo[4,5-b]pyridin-5-yl)phenyl]acetate